BrC(C)(OC)OC 1-bromo-1,1-dimethoxyethane